N-(3-bromo-4-fluorophenyl)-3,3-diethoxypropanamide BrC=1C=C(C=CC1F)NC(CC(OCC)OCC)=O